FC=1C=C(C=NC1)CCN1N=C(C=CC1=O)C=1C=NC(=NC1)OCC(F)(F)F 2-[2-(5-fluoropyridin-3-yl)ethyl]-6-[2-(2,2,2-trifluoroethoxy)pyrimidin-5-yl]pyridazin-3-one